4-methoxy-2-((3-methoxyphenyl)amino)benzoic acid COC1=CC(=C(C(=O)O)C=C1)NC1=CC(=CC=C1)OC